2-(chloromethyl)-5-fluoropyrimidin-4(3H)-one ClCC1=NC=C(C(N1)=O)F